methyl-3-hydroxy-2-naphthol CC1=C(C(=CC2=CC=CC=C12)O)O